C(=O)(OC(C)(C)C)N[C@@H](CC1=CC=CC=C1)C(=O)NCCCCCC Boc-phenylalanyl-hexylamine